2-(oxetan-3-yl)-1,2,3,4-tetrahydroisoquinolin-7-amine O1CC(C1)N1CC2=CC(=CC=C2CC1)N